4-(4-(8-(pyridin-2-yl)-2,8-diazaspiro[4.5]decan-2-yl)quinazolin-6-yl)pyridin-2-amine N1=C(C=CC=C1)N1CCC2(CCN(C2)C2=NC=NC3=CC=C(C=C23)C2=CC(=NC=C2)N)CC1